3-{4-fluoro-2-hydroxy-5,6-dimethyl-[1,1'-biphenyl]-3-yl}propanoate FC1=C(C(=C(C(=C1C)C)C1=CC=CC=C1)O)CCC(=O)[O-]